(S)-(4-(difluoromethyl)-2-(5-methoxypyridin-2-yl)oxazol-5-yl)(4-(5-fluorobenzo[d]oxazol-2-yl)-6,7-dihydro-1H-imidazo[4,5-c]pyridin-5(4H)-yl)methanone FC(C=1N=C(OC1C(=O)N1[C@@H](C2=C(CC1)NC=N2)C=2OC1=C(N2)C=C(C=C1)F)C1=NC=C(C=C1)OC)F